C(CC)C1=CC=C(C=C1)OC p-Propyl-anisole